tert-butyl (3S)-3-methyl-4-[4-({3-methyl-4-[(1-methyl-1,3-benzodiazol-5-yl)methyl]phenyl}amino)pyrido[3,4-d]pyrimidin-6-yl]piperazine-1-carboxylate C[C@H]1CN(CCN1C1=CC2=C(N=CN=C2NC2=CC(=C(C=C2)CC2=CC3=C(N(C=N3)C)C=C2)C)C=N1)C(=O)OC(C)(C)C